(3S,10R,13S)-10,13-dimethyl-17-(pyrimidin-5-yl)-2,3,4,7,8,9,10,11,12,13,14,15-dodecahydro-1H-cyclopenta[a]phenanthren-3-yl methanesulfonate CS(=O)(=O)O[C@H]1CC[C@@]2(C3CC[C@@]4(C(=CCC4C3CC=C2C1)C=1C=NC=NC1)C)C